5-(3-(1-(cyclopropylmethyl)-3-fluoro-1H-pyrazol-4-yl)-2-fluoro-6-hydroxyphenyl)-1,2,5-thiadiazolidin-3-one 1,1-dioxide C1(CC1)CN1N=C(C(=C1)C=1C(=C(C(=CC1)O)N1CC(NS1(=O)=O)=O)F)F